tert-butyl-4'-chloro-9'-(1-((3-oxocyclobutyl)methyl)piperidin-4-yl)-5'H-spiro[cyclohexane-1,7'-indolo[1,2-a]quinazolin]-5'-one C(C)(C)(C)C1=CC=C(C=2C(N=C3N(C12)C1=CC=C(C=C1C31CCCCC1)C1CCN(CC1)CC1CC(C1)=O)=O)Cl